(R)-1-(3-(3-(5-amino-4-fluoropyrimidin-2-yl)-5-chlorophenyl)morpholino)prop-2-en-1-one NC=1C(=NC(=NC1)C=1C=C(C=C(C1)Cl)[C@@H]1COCCN1C(C=C)=O)F